CC1(CCC=2C1=NC1=C(C2NC(=O)N=[S@](=O)(N)C2=CN=C(S2)C(C)(C)O)CCC1)C (R)-N'-((3,3-dimethyl-1,2,3,5,6,7-hexahydrodicyclopenta[b,e]pyridin-8-yl)carbamoyl)-2-(2-hydroxypropan-2-yl)thiazole-5-sulfonimidamide